ClC=1C=C(O[C@H](C(=O)OCC)C)C=C(C1CC1=CC(=C(C=C1)OC)C1=CC=CC=C1)Cl ethyl (2S)-2-[3,5-dichloro-4-[(4-methoxy-3-phenyl-phenyl)methyl]phenoxy]propanoate